tert-butyl (2E)-2-(1-benzyl-3-methyl-4-piperidylidene)acetate C(C1=CC=CC=C1)N1CC(\C(\CC1)=C\C(=O)OC(C)(C)C)C